FC=1C=CC2=C(SCC(N2CC2=NN=C(N2)C2=NC=CC=C2)=O)C1 7-FLUORO-4-((5-(PYRIDIN-2-YL)-4H-1,2,4-TRIAZOL-3-YL)METHYL)-2H-BENZO[B][1,4]THIAZIN-3(4H)-ONE